C(C)(=O)O.OCCCNC([C@H](O)C(C)(C)CO)=O Panthenol Acetat